N1[C@@H](CCC1)C1=NC=NO1 5-((S)-pyrrolidin-2-yl)-1,2,4-oxadiazol